ClC1=CC(=C(C(=O)NC2=CC=CC(=N2)C(=O)C2CC3(CN(C3)C(=O)OC(C)(C)C)C2)C=C1)F tert-butyl 6-(6-((4-chloro-2-fluorobenzoyl) amino) pyridine-2-carbonyl)-2-azaspiro[3.3]heptane-2-carboxylate